6-(4-(8-(2-Methoxyethyl)-3,8-diazabicyclo[3.2.1]octan-3-yl)phenyl)-1,4-dimethyl-2-(4-(methylsulfonyl)phenyl)-1H-pyrrolo[3,2-c]pyridin COCCN1C2CN(CC1CC2)C2=CC=C(C=C2)C2=CC1=C(C(=N2)C)C=C(N1C)C1=CC=C(C=C1)S(=O)(=O)C